1-(1Z-hexadecenyl)-2-nonadecanoyl-glycero-3-phospho-(1'-sn-glycerol) CCCCCCCCCCCCCCCCCCC(=O)O[C@H](CO/C=C\CCCCCCCCCCCCCC)COP(=O)(O)OC[C@H](CO)O